P(=O)(OCC(CCCC)CC)(OCC(CCCC)CC)[O-].[Nd+3].C(C)C(COP(=O)(OCC(CCCC)CC)[O-])CCCC.C(C)C(COP(=O)(OCC(CCCC)CC)[O-])CCCC neodymium di(2-ethylhexyl) phosphate